OC(CCCCCCCCCCCCCCCCCC(=O)O)CCC(CCCCCCC)O 19,22-Dihydroxynonacosanoic acid